2-((3-(3-chloro-4,5-difluoro-8,9-dihydropyrido[3',2':4,5]pyrrolo[1,2-a]pyrazin-7(6H)-yl)-3-oxopropoxy)methyl)azetidin ClC1=C(C=2C(=C3N(CCN(C3)C(CCOCC3NCC3)=O)C2N=C1)F)F